FC1=C(OC2=CC3=C(N=C(N=C3)NC(CCC)CO)N(C2=O)C)C(=CC=C1)F 6-(2,6-difluorophenoxy)-2-{[1-(hydroxymethyl)butyl]amino}-8-methylpyrido[2,3-d]pyrimidin-7(8H)-one